(R)-N-(2-(4-cyanothiazolidin-3-yl)-2-oxoethyl)-6-(1,5-dioxa-9-azaspiro[5.5]undecan-9-yl)quinoline-4-carboxamide C(#N)[C@H]1N(CSC1)C(CNC(=O)C1=CC=NC2=CC=C(C=C12)N1CCC2(OCCCO2)CC1)=O